1-adamantyl propargyl ether C(C#C)OC12CC3CC(CC(C1)C3)C2